ClC=1C(=NC=C(C1)Cl)[C@@H](C)NC1=C(C=CC=2N=C(SC21)N2CC(C2)[C@@H]2CN(CCC2)C2CC(C2)(C(=O)O)C)F (1R,3r)-3-((R)-3-(1-(7-(((S)-1-(3,5-dichloropyridin-2-yl)ethyl)amino)-6-fluorobenzo[d]thiazol-2-yl)azetidin-3-yl)piperidin-1-yl)-1-methylcyclobutane-1-carboxylic acid